CC(C(=O)OCC(C)(C1=CC(=C(C=C1)F)Cl)NC(NC1=C(C=CC=C1CN1C(OC=C1)=N)N)=S)(C)C 2-[({2-amino-6-[(2-imino-2,3-dihydro-1,3-oxazol-3-yl)methyl]phenyl}carbamothioyl)amino]-2-(3-chloro-4-fluorophenyl)propyl 2,2-dimethylpropanoate